(S) or (R)-2-(2-hydroxypropan-2-yl)-N'-((3-isopropyl-2-methyl-6,7-dihydro-5H-cyclopenta[b]pyridin-4-yl)carbamoyl)thiazole-5-sulfonimidamide OC(C)(C)C=1SC(=CN1)[S@](=O)(N)=NC(NC1=C2C(=NC(=C1C(C)C)C)CCC2)=O |o1:9|